C1=C(C=CC2=CC=CC=C12)C(\C=C\C1=CC=CC=C1)=O (E)-1-(naphthalene-2-yl)-3-phenylpropan-2-ene-1-one